O[C@H](C(=O)[O-])C(C)C L-2-hydroxyisovalerate